C(C)N1C2=C([C@@H]([C@@H](C1=O)NC(C1=CC(=CC=C1)C(F)(F)F)=O)C1=CC=C(C=C1)F)C(=NN2C2CCOCC2)C(=O)O (4S,5S)-7-ethyl-4-(4-fluorophenyl)-6-oxo-1-(tetrahydro-2H-pyran-4-yl)-5-(3-(trifluoromethyl)benzamido)-4,5,6,7-tetrahydro-1H-pyrazolo[3,4-b]pyridine-3-carboxylic acid